C(C)(C)(C)OC(=O)C=1C=CC(=C(N)C1)NC(CC1=C(C=C(C=C1)C1=CC(=C(C=C1)F)OCC1=C(C=C(C=C1)Cl)F)F)=O 5-tert-butoxycarbonyl-2-[[2-[4-[3-[(4-chloro-2-fluoro-phenyl)methoxy]-4-fluoro-phenyl]-2-fluoro-phenyl]acetyl]amino]aniline